BrC1=CN=C2N1N=C(C=C2)C2=NC(=CN=C2)O[C@H](CN2N=NN=C2)C 2-{3-bromoimidazo[1,2-b]pyridazin-6-yl}-6-{[(2S)-1-(1H-tetrazol-1-yl)propan-2-yl]oxy}pyrazine